OC1(CN(C1)C1=CC(=C2C(C(=CN(C2=N1)C=1SC=CN1)C(=O)O)=O)C)O 7-(3,3-dihydroxyazetidin-1-yl)-5-methyl-4-oxo-1-(1,3-thiazol-2-yl)-1,4-dihydro-1,8-naphthyridine-3-carboxylic acid